CS(=O)(=NC1=CC=C(C=C1)CC1=NOC(=N1)C(F)(F)F)C1=CC=NC=C1 methyl(pyridin-4-yl)((4-((5-(trifluoromethyl)-1,2,4-oxadiazol-3-yl)methyl)phenyl)imino)-λ6-sulfanone